F\C(\C(=O)O)=C/C=1SC(=NN1)C (Z)-2-fluoro-3-(5-methyl-1,3,4-thiadiazol-2-yl)acrylic acid